4,13-dichloro-10-[2,6-difluoro-4-({2-[(2-hydroxyethyl)amino]ethyl}amino)phenyl]-8-ethyl-12-fluoro-6,8,10-triazatricyclo[9.4.0.02,7]pentadeca-1(11),2(7),3,5,12,14-hexaen-9-one ClC1=CC=2C=3C=CC(=C(C3N(C(N(C2N=C1)CC)=O)C1=C(C=C(C=C1F)NCCNCCO)F)F)Cl